4-chloro-5-methyl-2-(methylthio)-6-(trifluoromethyl)pyrimidin-4-ol ClC1(NC(=NC(=C1C)C(F)(F)F)SC)O